N,N-dimethyl-1,4-butylenediamine CN(CCCCN)C